(R)-methyl silicate [Si](OC)([O-])([O-])[O-]